C(#N)N1CCC(CC1)N1N=NC(=C1C)C=1C=C(C=2N(C1)N=CC2C#N)OC(C)C=2C=NC=C(C2)C 6-[1-(1-Cyano-4-piperidyl)-5-methyl-triazol-4-yl]-4-[1-(5-methyl-3-pyridyl)ethoxy]pyrazolo[1,5-a]pyridine-3-carbonitrile